ClC=1C=C(C(=O)N2CC=3C(=NN4C3C(N(CC4)CC4=CC=C(C=C4)OC)=O)C[C@H]2C)C=CC1Cl (3R)-2-(3,4-Dichlorobenzoyl)-9-[(4-methoxyphenyl)methyl]-3-methyl-1,2,3,4,8,9-hexahydro-pyrido[4',3':3,4]pyrazolo[1,5-a]pyrazin-10(7H)-one